FC1(C[C@H](CC1)NC1=NC(=NC(=N1)NC1=CC(=NC=C1)C(F)(F)F)C1=NC(=CN=C1)C(F)(F)F)F (S)-N2-(3,3-difluorocyclopentyl)-6-(6-(trifluoromethyl)pyrazin-2-yl)-N4-(2-(trifluoromethyl)pyridin-4-yl)-1,3,5-triazine-2,4-diamine